(R)-N-(4-(3-((5-cyanopyrimidin-2-yl)amino)pyrrolidin-1-yl)-2-methylquinazolin-7-yl)-N-methylacrylamide C(#N)C=1C=NC(=NC1)N[C@H]1CN(CC1)C1=NC(=NC2=CC(=CC=C12)N(C(C=C)=O)C)C